CC1(N(CCOC1)CC=O)C 2-(3,3-dimethylmorpholin-4-yl)ethan-1-one